(1-(4-(tert-butoxy)-4-oxobutyl)-7-hydroxy-1,2,3,4-tetrahydroquinoline-6-carbonyl)-3,4,5,6-tetrachlorobenzoic acid C(C)(C)(C)OC(CCCN1CCCC2=CC(=C(C=C12)O)C(=O)C1=C(C(=O)O)C(=C(C(=C1Cl)Cl)Cl)Cl)=O